C(C)(C)(C)OC(CC=1C(=NN(C1C)C1=CC=C(C=C1)C1=NOC(=N1)C(F)(F)F)C)=O 2-(3,5-dimethyl-1-(4-(5-(trifluoromethyl)-1,2,4-oxadiazol-3-yl)phenyl)-1H-pyrazol-4-yl)acetic acid tert-butyl ester